C1(CC1)C([C@@H](C(=O)NC1=C(C=C(C=C1)[C@@H](C(=O)NC1CC1)C)F)NC(=O)C1=CC=NN1C(C)C)C1CC1 N-((S)-1,1-dicyclopropyl-3-((4-((S)-1-(cyclopropylamino)-1-oxopropan-2-yl)-2-fluorophenyl)amino)-3-oxopropan-2-yl)-1-isopropyl-1H-pyrazole-5-carboxamide